C(C)OP(=O)(OCC)CC=1C=CC=2N(C1)C=C(N2)C(=O)OCC Ethyl 6-((diethoxyphosphoryl)methyl)imidazo[1,2-a]pyridine-2-carboxylate